N-(4-((3-chloro-4-fluorophenyl)amino)-7-(3-(4-(4-(5-((2-(2,6-dioxopiperidin-3-yl)-1-oxoisoindolin-4-yl)amino)pentanoyl)piperazin-1-yl)piperidin-1-yl)propoxy)quinazolin-6-yl)acrylamide ClC=1C=C(C=CC1F)NC1=NC=NC2=CC(=C(C=C12)NC(C=C)=O)OCCCN1CCC(CC1)N1CCN(CC1)C(CCCCNC1=C2CN(C(C2=CC=C1)=O)C1C(NC(CC1)=O)=O)=O